2-(7-(benzo[d]thiazol-2-ylcarbamoyl)naphthalen-1-yl)quinoline-5-carboxylate S1C(=NC2=C1C=CC=C2)NC(=O)C2=CC=C1C=CC=C(C1=C2)C2=NC=1C=CC=C(C1C=C2)C(=O)[O-]